NC1=C(SC2=NC(=CC=C21)C)C(=O)N[C@@H]2CC=1C=CC(=NC1CC2)N2C[C@@]([C@@H](C2)N)(C)OC 3-amino-N-[(6S)-2-[(3R,4R)-4-amino-3-methoxy-3-methylpyrrolidin-1-yl]-5,6,7,8-tetrahydroquinolin-6-yl]-6-methylthieno[2,3-b]pyridine-2-carboxamide